7,8-dihydroflavon O1C(=CC(=O)C=2C=CCCC12)C1=CC=CC=C1